Neodymium 2-ethylhexanoate C(C)C(C(=O)[O-])CCCC.[Nd+3].C(C)C(C(=O)[O-])CCCC.C(C)C(C(=O)[O-])CCCC